N-[(6-chloropyridin-3-yl)methyl]-N'-cyano-N-methyl-ethanimidamide ClC1=CC=C(C=N1)CN(C(C)=NC#N)C